cyclopentyl-5-(2-(5-(4-methylpiperazin-1-yl)pyridin-2-yl)amino-5-fluoropyrimidin-4-yl)-pyridin-2(1H)-one C1(CCCC1)N1C(C=CC(=C1)C1=NC(=NC=C1F)NC1=NC=C(C=C1)N1CCN(CC1)C)=O